3-(Methanesulfonyl)benzohydrazide Methyl-3-(methanesulfonyl)benzoate COC(C1=CC(=CC=C1)S(=O)(=O)C)=O.CS(=O)(=O)C=1C=C(C(=O)NN)C=CC1